C(OC(C)(C)C)(OCC([C@H](C[C@H]1C(NCC1)=O)NC([C@@H](NC(=O)C=1NC2=CC=CC(=C2C1)OC)CC(C)C)=O)=O)=O tert-butyl (3S)-3-({N-[(4-methoxy-1H-indol-2-yl)carbonyl]-L-leucyl}amino)-2-oxo-4-[(3S)-2-oxopyrrolidin-3-yl]butyl carbonate